C1NCC12CN(CC2)C2=CC=C(C=N2)C=2C=1N(C=C(C2)OCC)N=C2C1C=NN2 4-(6-(2,6-diazaspiro[3.4]oct-6-yl)pyridin-3-yl)-6-ethoxy-1H-pyrazolo[3',4':3,4]pyrazolo[1,5-a]pyridine